4-(1-methyl-4-((R)-2-methylbut-3-enamido)-1H-pyrazol-5-yl)pyridine (S)-1-(4-(2-(3,5-dichloro-4-((S)-3-chloro-2-hydroxypropoxy)phenyl)propan-2-yl)phenoxy)-3-methoxypropan-2-yl-acetate ClC=1C=C(C=C(C1OC[C@@H](CCl)O)Cl)C(C)(C)C1=CC=C(OC[C@H](COC)CC(=O)O)C=C1.CN1N=CC(=C1C1=CC=NC=C1)NC([C@@H](C=C)C)=O